(R)-(6,6-dimethylmorpholin-2-yl)methanol hydrochloride Cl.CC1(O[C@H](CNC1)CO)C